2-((5-(2-Aminopropan-2-yl)-8-chloroisoquinolin-3-yl)amino)-7,7-dimethyl-7,8-dihydro-5H-pyrano[4,3-b]pyridin-5-one NC(C)(C)C1=C2C=C(N=CC2=C(C=C1)Cl)NC1=CC=C2C(=N1)CC(OC2=O)(C)C